C(CCCCCCCCCCC)(=O)N(C)CC(=O)O N-Lauroylsarcosin